3-methyl-3-amyl-1,6-hexanediolAt CC(CC[O-])(CCC[O-])CCCCC